N-(3-fluoro-2-methylphenyl)-4-({[3-(2-methoxy-2-methylpropoxy)pyridin-4-yl]methyl}amino)-2-oxo-1,2,5,6-tetrahydropyridine-3-carbothioamide FC=1C(=C(C=CC1)NC(=S)C=1C(NCCC1NCC1=C(C=NC=C1)OCC(C)(C)OC)=O)C